[PH2](=O)[O-].[Na+].[Na+].[Na+].[PH2](=O)[O-].[PH2](=O)[O-] tri-sodium hypophosphite